ClC=1C(=CC(=C(C(=O)NS(=O)(=O)C2=CC=C(C=C2)O[C@H]2CNCC2)C1)F)OCC1CCCC1 (R)-5-chloro-4-(cyclopentylmethoxy)-2-fluoro-N-((4-(pyrrolidin-3-yloxy)phenyl)sulfonyl)benzamide